BrC=1C=C2C(=NC1C(CC1=CC(=CC(=C1)F)F)NC(OC(C)(C)C)=O)N=C(S2)SC tert-Butyl (1-(6-bromo-2-(methylthio)thiazolo[4,5-b]pyridin-5-yl)-2-(3,5-difluorophenyl)ethyl)carbamate